BrC=1C=CC=C2N=CC(=NC12)C=1C=NN(C1)C=1C=C(C=CC1)NCCNC=1C=C2C(N(C(C2=CC1)=O)C1C(NC(CC1)=O)=O)=O 5-((2-((3-(4-(8-bromoquinoxalin-2-yl)-1H-pyrazol-1-yl)phenyl)amino)ethyl)amino)-2-(2,6-dioxopiperidin-3-yl)isoindoline-1,3-dione